5-(o-tolylthio)-1H-1,2,3-triazole-4-carboxylic acid C1(=C(C=CC=C1)SC1=C(N=NN1)C(=O)O)C